2,2,2-trifluoroethyl cis-3-((dimethylsulfamoyl)amino)-2-(((1-(pyrimidin-2-yl)piperidin-4-yl)oxy)methyl)piperidine-1-carboxylate CN(S(=O)(=O)N[C@@H]1[C@@H](N(CCC1)C(=O)OCC(F)(F)F)COC1CCN(CC1)C1=NC=CC=N1)C